C1(CC1)CN1C(=CC2=CC=CC=C12)C1=NC=2C=C(C=C3OCCN1C23)C=O 2-(1-(cyclopropylmethyl)-1H-indol-2-yl)-3,4-dihydro-5-oxa-1,2a-diazaacenaphthylen-7-methanone